1-amino-4-(2-methoxypyridin-4-yl)-3-methyl-1H-pyrrole-2-carboxylic acid ethyl ester C(C)OC(=O)C=1N(C=C(C1C)C1=CC(=NC=C1)OC)N